FC1=C(C=CC(=C1)F)C1=NC(=C2NC=NC2=N1)NCC1=CC=C(C=C1)C=1N(C=C(N1)C(F)(F)F)C 2-(2,4-difluorophenyl)-N-(4-(1-methyl-4-(trifluoromethyl)-1H-imidazol-2-yl)benzyl)-7H-purin-6-amine